(R)-6-(3-(5-(3-hydroxy-1-methyl-2-oxopyrrolidin-3-yl)isoxazol-3-yl)phenyl)-3-methyl-1H-pyrazolo[3,4-b]pyridine-4-carboxamide O[C@@]1(C(N(CC1)C)=O)C1=CC(=NO1)C=1C=C(C=CC1)C=1C=C(C2=C(N1)NN=C2C)C(=O)N